5-chloro-6-(2,4,6-trifluorophenyl)-7-(4-methylpiperidin-1-yl)[1,2,4]triazolo[1,5-a]pyrimidine ClC1=NC=2N(C(=C1C1=C(C=C(C=C1F)F)F)N1CCC(CC1)C)N=CN2